phenanthric acid C1(=CC=CC=2C3=CC=CC=C3C=CC12)C(=O)O